N-ethyl-2-((5-(2-((3x-R,5R)-6-(ethyl-(methyl)amino)-5-hydroxy-2-methylhexan-3-yl)-2,6-diazaspiro[3.4]oct-6-yl)-1,2,4-triazin-6-yl)oxy)-5-fluoro-N-isopropylbenzamide fumarate C(\C=C\C(=O)O)(=O)O.C(C)N(C(C1=C(C=CC(=C1)F)OC1=C(N=CN=N1)N1CC2(CN(C2)C(C(C)C)C[C@H](CN(C)CC)O)CC1)=O)C(C)C